CC1(N(CC2=C1N=C(N=C2N2[C@@H](COCC2)C)C2=C1C=CNC1=CC=C2)C(=O)C2=CC1=C(OCCO1)C=C2)C (R)-7,7-dimethyl-2-(1H-indol-4-yl)-6-(2,3-dihydrobenzo[b][1,4]dioxin-6-carbonyl)-4-(3-methylmorpholin-4-yl)-6,7-dihydro-5H-pyrrolo[3,4-d]pyrimidine